C12N(CCNC2C1)C1=NC=2N(C=C1)N=CC2C=2C(=NC=CC2)OC 5-(2,5-diazabicyclo[4.1.0]hept-2-yl)-3-(2-methoxypyridin-3-yl)pyrazolo[1,5-a]pyrimidine